C(C)(C)N1C(NCC2=C1C=CN=C2)=O 1-isopropyl-3,4-dihydropyrido[4,3-d]pyrimidin-2(1H)-one